tert-butyl 2-[[(1S,3S)-3-[[3-chloro-5-[(E)-1-ethylprop-1-enyl]pyrazolo[1,5-a]pyrimidin-7-yl]amino]cyclopentyl]amino]acetate ClC=1C=NN2C1N=C(C=C2N[C@@H]2C[C@H](CC2)NCC(=O)OC(C)(C)C)\C(=C\C)\CC